(R)-5-bromo-2-((1-methoxypropane-2-yl)amino)-3-methylpyrimidin-4(3H)-one BrC=1C(N(C(=NC1)N[C@@H](COC)C)C)=O